FC1=CC=C(C=C1)N1N=C2C(C=NC(=C2)N2CC(C2)S(=O)(=O)N)=C1 1-[2-(4-fluorophenyl)pyrazolo[4,3-c]pyridin-6-yl]azetidine-3-sulfonamide